BrCCCCCN1N=NC2=C1C=CC(=C2C)C(CC(=O)OCC)C2=CC(=C(C=C2)OC)C(C)N2S(OC1=C(C2)C=C(C=C1)O)(=O)=O ethyl 3-[1-(5-bromopentyl)-4-methyl-1H-benzotriazol-5-yl]-3-{3-[1-(6-hydroxy-2,2-dioxo-2H-1,2λ6,3-benzoxathiazin-3(4H)-yl)ethyl]-4-methoxyphenyl}propanoate